FC(C=1C(=NC2=CC=CC(=C2C1)C=1N=C(N2C1CN(CC2)C(=O)NC)C2CCOCC2)C=2C=NN(C2)C)F 1-(3-(difluoromethyl)-2-(1-methyl-1H-pyrazol-4-yl)quinolin-5-yl)-N-methyl-3-(tetrahydro-2H-pyran-4-yl)-5,6-dihydroimidazo[1,5-a]pyrazine-7(8H)-carboxamide